FC([C@@H]1COCC(N1C=1N=C2N(CCOC3=C2C=CC(=C3)NC(C(=O)N)C)C1)=C=O)F 2-((2-((S)-3-(difluoromethyl)-5-carbonylmorpholino)-5,6-dihydrobenzo[f]imidazo[1,2-d][1,4]oxazepin-9-yl)amino)propanamide